(S)-2-(cyanomethyl)-4-((R)-2',4-dichloro-2,3,5',8'-tetrahydro-6'H-spiro[indene-1,7'-quinazolin]-4'-yl)piperazine-1-carboxylic acid tert-butyl ester C(C)(C)(C)OC(=O)N1[C@H](CN(CC1)C1=NC(=NC=2C[C@@]3(CCC12)CCC1=C(C=CC=C13)Cl)Cl)CC#N